C(OCC(COCC1=CC=CC=C1)(C1=CC=CC=C1)C)([O-])=O (1-methyl-1-phenyl-2-benzyloxyethyl)methyl carbonate